IC1=CC=C(C(=O)N(C2=NC=CC3=CC=CC(=C23)C)[C@H]2CN(CCC2)C(=O)OC(C)(C)C)C=C1 tert-butyl (R)-3-(4-iodo-N-(8-methylisoquinolin-1-yl)benzamido)piperidine-1-carboxylate